F[C@H]1CN(CC[C@@H]1N1C([C@@H](CC1)OC[C@H](C)NC1=C(C(NN=C1)=O)C(F)(F)F)=O)C1=NC=C(C=N1)C(F)(F)F 5-(((S)-1-(((R)-1-((3S,4S)-3-fluoro-1-(5-(trifluoromethyl)pyrimidin-2-yl)piperidin-4-yl)-2-oxopyrrolidin-3-yl)oxy)propan-2-yl)amino)-4-(trifluoromethyl)pyridazin-3(2H)-one